C(=O)C=1C=C(C=CC1O)N1CCN(CC1)C(=O)OC(C)(C)C tert-Butyl 4-(3-formyl-4-hydroxyphenyl)piperazine-1-carboxylate